P(O)(O)N.NC(=O)[C@H](O)[C@@H](O)[C@@H](O)[C@H](O)CO aminogalactose phosphoramidite